ClC=1C=C(C=CC1)C1=NC(=NC(=N1)C1=CC=CC=2OC3=C(C21)C=CC=C3)C3=CC=CC=2OC1=C(C23)C=CC=C1 2-(3-chlorophenyl)-4,6-bis(dibenzo[b,d]furan-1-yl)-1,3,5-triazine